ClC1=CC=C2C(=CNC2=C1)SCC1=NNC(=C1)C1=CC(=CC=C1)Br 6-chloro-3-(((5-(3-bromophenyl)-1H-pyrazol-3-yl)methyl)thio)-1H-indole